C(#N)C=1C=C(C(=NC1)C1CCN(CC1)C(=O)OC(C)(C)C)C tert-butyl 4-(5-cyano-3-methylpyridin-2-yl)piperidine-1-carboxylate